N1(CCCC1)CCN1CCN(CC1)C1=NC(=NC(=C1)N1CCOCC1)N1C(=NC2=C1C=CC=C2OC)C(F)F 2-(pyrrolidin-1-yl)ethyl-4-{2-[2-(difluoromethyl)-4-methoxy-1H-benzo[d]imidazol-1-yl]-6-morpholinopyrimidin-4-yl}piperazine